CC=1C(=C(C=C(C1)C(F)(F)F)O)C1=CC2=C(N=N1)N(C=C2)CC2CCN(CC2)C 3-Methyl-2-{7-[(1-methylpiperidin-4-yl)methyl]-7H-pyrrolo[2,3-c]pyridazin-3-yl}-5-(trifluoromethyl)phenol